1-{4-[3-Bromo-1-sec-butyl-7-((R)-1-quinolin-3-yl-ethylamino)-1H-pyrazolo[4,3-d]pyrimidin-5-yl]-piperazin-1-yl}-ethanon BrC1=NN(C2=C1N=C(N=C2N[C@H](C)C=2C=NC1=CC=CC=C1C2)N2CCN(CC2)C(C)=O)C(C)CC